1,4-dimethyl (2Z)-2-[(3-fluorophenyl)methylidene]butanedioate FC=1C=C(C=CC1)\C=C(/C(=O)OC)\CC(=O)OC